1-(3-(dimethylamino)propoxy)cyclopropane-1-carboxylic acid CN(CCCOC1(CC1)C(=O)O)C